ClC=1C=C(C=CC1C(=O)OC)C1N(CCC(C1)OCC1CC1)C(=O)OCC1=CC=CC=C1 Benzyl 2-(3-chloro-4-(methoxycarbonyl)phenyl)-4-(cyclopropylmethoxy)piperidine-1-carboxylate